C(C1=CC=CC=C1)N(C1=C(C=2C3(C4CC(C2C=C1)C4)CC=4N=C(N=C(C4CO3)N3CCOCCC3)S(=O)(=O)C)C#N)CC3=CC=CC=C3 6'-(Dibenzylamino)-2-(methylsulfonyl)-4-(1,4-oxazepan-4-yl)-2',3',5,8-tetrahydro-1'H-spiro[pyrano[4,3-d]pyrimidine-7,4'-[1,3]methanonaphthalene]-5'-carbonitrile